3-(4-Hydroxy-3-methoxyphenyl)propionic acid OC1=C(C=C(C=C1)CCC(=O)O)OC